ClC1=NC=C(C(=N1)NCC1=C(C=CC(=C1)OC)OC)C(=O)N 2-chloro-4-((2,5-dimethoxybenzyl)amino)pyrimidin-5-carboxamide